(S)-6-fluoro-4-((1S,7S,8S)-8-fluoro-5-oxa-2-azabicyclo[5.1.0]octan-2-yl)-2-(((2R,7aS)-2-fluorotetrahydro-1H-pyrrolizin-7a(5H)-yl)methoxy-d2)-8-methylquinazolin FC=1C=C2C(=NC(=NC2=C(C1)C)OC([2H])([2H])[C@]12CCCN2C[C@@H](C1)F)N1[C@@H]2[C@H]([C@@H]2COCC1)F